tert-butyl (2-hydroxy-1-(4-nitrophenyl)ethyl)carbamate OCC(C1=CC=C(C=C1)[N+](=O)[O-])NC(OC(C)(C)C)=O